FC(C(C)(C)OC\C=N\[S@](=O)C(C)(C)C)(C)F (R,E)-N-(2-((3,3-Difluoro-2-methylbutan-2-yl)oxy)ethylidene)-2-methylpropane-2-sulfinamide